[N+](=O)([O-])C1=NC(=NC=C1)O nitro-pyrimidin-2-ol